1-(3-(difluoromethyl)-1-(2,2-dimethylpiperidin-4-yl)-1H-pyrazol-4-yl)-1,2,3-triazole FC(C1=NN(C=C1N1N=NC=C1)C1CC(NCC1)(C)C)F